ClC=1C(=NC(=NC1)NC1=C(C=C(C(=C1)C)C=1C[C@H](N[C@H](C1)C1CC1)C1CC1)OC(C)C)NC1=C(C=CC=C1)S(=O)(=O)C(C)C 5-chloro-N2-(4-((2S,6S)-2,6-dicyclopropyl-1,2,3,6-tetrahydropyridin-4-yl)-2-isopropoxy-5-methyl-phenyl)-N4-(2-(isopropylsulfonyl)phenyl)pyrimidine-2,4-diamine